CN([C@@H](C(C)C)C(=O)O)C(=O)N1C[C@H](N(CC1)C(=O)C1[N@@](C1)C(C1=CC=CC=C1)(C1=CC=CC=C1)C1=CC=CC=C1)C N-methyl-N-((R)-3-methyl-4-((R)-1-tritylaziridine-2-carbonyl)piperazine-1-carbonyl)-L-valine